(2S)-2-fluoro-2-[[(2S,5R)-3-methyl-7-oxo-2-[2-(5-oxopyrrolidin-2-yl)ethylcarbamoyl]-1,6-diazabicyclo[3.2.1]oct-3-en-6-yl]oxy]acetic acid lithium salt [Li+].F[C@@H](C(=O)[O-])ON1[C@@H]2C=C([C@H](N(C1=O)C2)C(NCCC2NC(CC2)=O)=O)C